indium-aluminum oxide [O-2].[Al+3].[In+3].[O-2].[O-2]